Rac-ethyl 2-((1R,3R)-1-acetamido-3-((2S,3S)-2-amino-N-hexyl-3-methylpentanamido)-4-methylpentyl)thiazole-4-carboxylate C(C)(=O)N[C@H](C[C@H](C(C)C)N(C([C@H]([C@H](CC)C)N)=O)CCCCCC)C=1SC=C(N1)C(=O)OCC |r|